tert-butyl N-[6-[1,5-bis[[tert-butyl(dimethyl)silyl]oxymethyl]-2,3,6,7-tetradeuterio-8-oxabicyclo[3.2.1]octan-3-yl]-2-(4,4-dimethylcyclohexen-1-yl)-3-pyridyl]carbamate [Si](C)(C)(C(C)(C)C)OCC12C(C(CC(C(C1[2H])[2H])(O2)CO[Si](C)(C)C(C)(C)C)([2H])C2=CC=C(C(=N2)C2=CCC(CC2)(C)C)NC(OC(C)(C)C)=O)[2H]